C(CCCCCCC)(=O)OC=1C(OC(CCCCCCC)=O)=CC(=CC1)CC=C 4-allylcatechol di-caprylate